Cl.N[C@@H](CCC(=O)OC(C)(C)C)C(=O)OC 5-(tert-butyl) 1-methyl L-glutamate HCl